C[C@H]([C@@H]1CC[C@]2([C@]1(CC[C@H]3C2=CC[C@@H]4[C@@]3(CC[C@@H](C4(C)C)O)C)C)C)[C@@H](C(=O)C=C(C)C)O The molecule is a tirucallane triterpenoid that is tirucalla-7,24-diene substituted by hydroxy groups at positions 3 and 22 and an oxo group at position 23. It has been isolated from Dysoxylum lenticellatum. It has a role as a plant metabolite. It is a tirucallane triterpenoid and a secondary alpha-hydroxy ketone.